(6-(4-((5-cyano-6-(2H-1,2,3-triazol-2-yl)pyridin-3-yl)carbamoyl)-5-(trifluoromethyl)-1H-pyrazol-1-yl)-5-methylpyridin-2-yl)carbamic acid tert-butyl ester C(C)(C)(C)OC(NC1=NC(=C(C=C1)C)N1N=CC(=C1C(F)(F)F)C(NC=1C=NC(=C(C1)C#N)N1N=CC=N1)=O)=O